[2-(4-hydroxy-2-methylphenyl)-1-methylpyrrolo[2,3-c]pyridin-5-yl]cyclopropanecarboxamide copper (II) [Cu+2].OC1=CC(=C(C=C1)C1=CC=2C(=CN=C(C2)C2(CC2)C(=O)N)N1C)C